C(#N)C1=C(C=CC(=C1OC=1C=C2C(N(C=NC2=CC1)[C@H]1COC2(C1)CCNCC2)=O)F)C2OCCC(C2)S(=O)(=O)N [2-cyano-4-fluoro-3-[3-[(3R)-1-oxa-8-azaspiro[4.5]decan-3-yl]-4-oxo-quinazolin-6-yl]oxy-phenyl]tetrahydropyran-4-sulfonamide